C2-azido-galactose N(=[N+]=[N-])[C@@](C=O)(O)[C@@H](O)[C@@H](O)[C@H](O)CO